N=1N(N=CC1)C1=NC(=NC=C1)OC1=CC=C(C=C1)C(C)(C)C1=CC=C(OC2CC(C2)NC=2C=C3C(N(C(C3=CC2)=O)C2C(NC(CC2)=O)=O)=O)C=C1 5-(((1r,3r)-3-(4-(2-(4-((4-(2H-1,2,3-triazol-2-yl)pyrimidin-2-yl)oxy)phenyl)propan-2-yl)phenoxy)cyclobutyl)amino)-2-(2,6-dioxopiperidin-3-yl)isoindole-1,3-dione